BrC1=C2CCO[C@@H](C2=CC=C1)CNC(OC(C)(C)C)=O (S)-tert-butyl ((5-bromoisochroman-1-yl)methyl)carbamate